Cl.COCC1(CCNCC1)C(F)(F)F 4-(methoxymethyl)-4-(trifluoromethyl)piperidine hydrochloride